O=C1NC(CCC1C1=CC=CC=2NC(N(C21)C)=O)=O (2,6-dioxo-3-piperidyl)-3-methyl-2-oxo-benzimidazole